OCCNNC(=O)C1=CC(=NC(=C1)C#C)C#C N-(2-hydroxyethyl)amino-2,6-diethynylpyridine-4-carboxamide